N-((4-(1H-imidazol-4-yl)-1-(4-(trifluoromethoxy)phenyl)-1H-pyrazolo[3,4-b]pyridin-3-yl)methyl)acrylamide N1C=NC(=C1)C1=C2C(=NC=C1)N(N=C2CNC(C=C)=O)C2=CC=C(C=C2)OC(F)(F)F